methyl 4-oxo-2-(pyridin-4-yl)-3,4-dihydrothieno[3,2-d]pyrimidine-7-carboxylate O=C1C2=C(N=C(N1)C1=CC=NC=C1)C(=CS2)C(=O)OC